[Zn].C([C@@H](O)[C@@H](O)[C@H](O)[C@H](O)CO)O mannitol zinc salt